[N+](=O)([O-])NC1=CC=CC=C1 nitro-aniline